1-[4-chloro-5-(2,2,2-trifluoroethyl)-2-vinyl-pyrimido[5,4-b]indol-8-yl]-N,N-dimethyl-methanamine ClC1=NC(=NC2=C1N(C=1C=CC(=CC21)CN(C)C)CC(F)(F)F)C=C